4-(4-methoxyphenyl)-N-(1-methylpiperidin-3-yl)pyrido[3,4-d]pyridazin-1-amine COC1=CC=C(C=C1)C=1N=NC(=C2C1C=NC=C2)NC2CN(CCC2)C